BrC(C)C1=CC=C(C=C1)C=1N(C=C(N1)C(F)(F)F)C(C)C 2-(4-(1-bromoethyl)phenyl)-1-isopropyl-4-(trifluoromethyl)-1H-imidazole